2-(benzoyloxy-imino)-1-[4-(phenylthio)phenyl]-1-octanone C(C1=CC=CC=C1)(=O)ON=C(C(=O)C1=CC=C(C=C1)SC1=CC=CC=C1)CCCCCC